methyl (2R,4S,5R,6R)-5-acetamido-6-((4R,5R)-5-(azidomethyl)-2,2-dimethyl-1,3-dioxolan-4-yl)-4-(prop-2-yn-1-yloxy)-2-(p-tolylthio)tetrahydro-2H-pyran-2-carboxylate C(C)(=O)N[C@@H]1[C@H](C[C@](O[C@H]1[C@@H]1OC(O[C@@H]1CN=[N+]=[N-])(C)C)(C(=O)OC)SC1=CC=C(C=C1)C)OCC#C